5-Amino-1-isopropyl-3-[6-[2-[[5-(1-methylcyclopentyl)isoxazol-3-yl]amino]-2-oxo-ethyl]-3-pyridyl]pyrazole-4-carboxamide NC1=C(C(=NN1C(C)C)C=1C=NC(=CC1)CC(=O)NC1=NOC(=C1)C1(CCCC1)C)C(=O)N